1-(6-(1-(3-((4-((5-chloropyrimidin-2-yl)amino)piperidin-1-yl)sulfonyl)benzyl)-piperidin-4-yl)-1-(2,2,2-trifluoroethyl)-1H-indazol-3-yl)dihydropyrimidine-2,4(1H,3H)-dione ClC=1C=NC(=NC1)NC1CCN(CC1)S(=O)(=O)C=1C=C(CN2CCC(CC2)C2=CC=C3C(=NN(C3=C2)CC(F)(F)F)N2C(NC(CC2)=O)=O)C=CC1